2-methyl-ethyl-1-hexanol CCCC(CCCCC)O